tert-butyl ((cis-3-hydroxycyclobutyl)methyl)carbamate O[C@H]1C[C@H](C1)CNC(OC(C)(C)C)=O